C(C1=CC=CC=C1)OC(=O)N[C@@H](C(=O)OCC1=CC=CC=C1)CNC(C1=CC(=CC(=C1)F)C1=NC=CC=C1CC)=O (R)-benzyl 2-(((benzyloxy)carbonyl)amino)-3-(3-(3-ethylpyridin-2-yl)-5-fluorobenzamido)propanoate